(4-(methyl-d3)-4H-1,2,4-triazol-3-yl)piperidin C(N1C(=NN=C1)N1CCCCC1)([2H])([2H])[2H]